(2-(4-(methylamino)-5-(pyrazolo[1,5-a]pyrimidin-5-yl)-7H-pyrrolo[2,3-d]pyrimidin-2-yl)-2-azabicyclo[2.2.2]octan-4-yl)methanol CNC=1C2=C(N=C(N1)N1C3CCC(C1)(CC3)CO)NC=C2C2=NC=3N(C=C2)N=CC3